trimethoxy(n-octyl)silane CO[Si](CCCCCCCC)(OC)OC